C(CCCCCCC\C=C/C\C=C/CCCCC)(=O)OCC(COC(CCC(OCCCCCCCC)OCCCCCCCC)=O)COC(NCC1N(CCCC1)CC)=O 3-((4,4-bis(octyloxy)butanoyl)oxy)-2-(((((1-ethylpiperidin-2-yl)methyl)carbamoyl)oxy)methyl)propyl (9Z,12Z)-octadeca-9,12-dienoate